N-(1-(difluoromethyl)-4,5-dimethyl-4,5-dihydro-1H-[1,2,3]triazolo[4,5-c][1,7]naphthyridin-6-yl)cyclopropanecarboxamide FC(N1N=NC=2C(N(C=3C(=NC=CC3C21)NC(=O)C2CC2)C)C)F